C1(=CC=C(C=C1)S(=O)(=O)OC1=CC=C(C=C1)NC(=O)NC1=CC=C(C=C1)OS(=O)(=O)C1=CC=C(C=C1)OC)C N-[4-(p-tolylsulfonyloxy)phenyl]-N'-[4-(p-methoxyphenylsulfonyloxy)phenyl]urea